ClC=1C=C(C=O)C=C(C1CC1=CC(=C(C=C1)O)C(C)C)Cl 3,5-dichloro-4-(4-hydroxy-3-isopropylbenzyl)benzaldehyde